O=C1NC(CCC1N1C(N(C2=C1C=CC(=C2)NCC2CCC(CC2)C(=O)OCC2=CC=CC=C2)C)=O)=O Benzyl (1S,4S)-4-(((1-(2,6-dioxopiperidin-3-yl)-3-methyl-2-oxo-2,3-dihydro-1H-benzo[d]imidazol-5-yl)amino)methyl)cyclohexane-1-carboxylate